5-methyl-4-nitro-1-(oxetan-3-yl)pyrazole CC1=C(C=NN1C1COC1)[N+](=O)[O-]